C(CN(CC(=O)O)CC(=O)O)N(CC(=O)O)CC(=O)O.[NH4+].[NH4+].[Mg+2] Magnesium diammonium Ethylenediaminetetraacetic acid